COC=1C=C(C=CC1OC)C1=NC2=C(N1C(C)C)C=C(C=C2)C2CCN(CC2)C2CCN(CC2)CC(C)C 2-(3,4-Dimethoxyphenyl)-6-(1'-isobutyl-[1,4'-bipiperidin]-4-yl)-1-isopropyl-1H-benzo[d]imidazol